C12(CC3CC(CC(C1)C3)C2)NC(CCCCCC[NH-])C2=CC(=CC=C2)N2C(NC(CC2)=O)=O 7-((adamantan-1-yl)amino)-N-(3-(2,4-dioxotetrahydropyrimidin-1(2H)-yl)phenyl)heptylamide